NC1=C(C=2C=NC=3C=CC=NC3C2N1C1=C(C(=CC=C1C)O)C)C(=O)N 2-amino-1-(3-hydroxy-2,6-dimethylphenyl)-1H-pyrrolo[3,2-c][1,5]naphthyridine-3-carboxamide